FC1=CC(=C(C(=C1)C(C)C)NC(=O)N=S(=O)(N)C=1C(=NN(C1)C)C)C(C)C N'-((4-fluoro-2,6-diisopropyl-phenyl)carbamoyl)-1,3-dimethyl-1H-pyrazole-4-sulfonimidamide